CC1=CC=CC=2C1=NC=1C(=CNC(C1C2)=O)C(=O)O 6-methyl-1-oxo-1,2-dihydrobenzo[b][1,6]naphthyridine-4-carboxylic acid